NC1=CC=C(OC2=CC=C(C=C2)C(=CCC)C2=CC=C(C=C2)OC2=CC=C(C=C2)N)C=C1 1,1-bis[4-(4-aminophenoxy)phenyl]butaneN